[4-(2-amino-phenylcarbamoyl)-benzyl]carbamic acid pyridine-3-ylmethylester N1=CC(=CC=C1)COC(NCC1=CC=C(C=C1)C(NC1=C(C=CC=C1)N)=O)=O